1-(2,4-dichlorobenzoyl)-1H-benzotriazole ClC1=C(C(=O)N2N=NC3=C2C=CC=C3)C=CC(=C1)Cl